NC=1C(=NC(=C(N1)F)C1=CC(=C(C=C1)N1C[C@@H](OCC1)C)CN(C)C)C=1C=C2CCNC(C2=CC1)=O (S)-6-(3-amino-6-(3-((dimethylamino)methyl)-4-(2-methylmorpholino)phenyl)-5-fluoropyrazin-2-yl)-3,4-dihydroisoquinolin-1(2H)-one